4-((7-(2,3-dichloro-5-fluoro-6-methoxyphenyl)imidazo[1,2-a]pyridin-2-yl)methylene)piperidine-1-carboxylate ClC1=C(C(=C(C=C1Cl)F)OC)C1=CC=2N(C=C1)C=C(N2)C=C2CCN(CC2)C(=O)[O-]